N-(2,4-difluorobenzyl)-2-(2,2-dimethoxyethyl)-9-hydroxy-1,8-dioxo-1,8-dihydro-2H-pyrido[1,2-a]pyrazine-7-carboxamide FC1=C(CNC(=O)C=2C(C(=C3N(C=CN(C3=O)CC(OC)OC)C2)O)=O)C=CC(=C1)F